CN1C(C(=CC2=C1N=CN=C2)C=2CCS(CC2)=O)=O 8-methyl-6-(1-oxo-3,6-dihydro-2H-thiopyran-4-yl)pyrido[2,3-d]Pyrimidin-7-one